C1(=CC=CC=C1)[C@@H]1CN(CC12CCC2)C(=O)C2=NOC(N2)=O (S)-3-(8-phenyl-6-azaspiro[3.4]octane-6-carbonyl)-1,2,4-oxadiazol-5(4H)-one